di-decyl-tetradecyl alcohol C(CCCCCCCCC)C(CCCCCCCCCCCCC)(CCCCCCCCCC)O